C(C)(=O)OCC(C(=O)NC(C(=O)OC)COC(C)=O)N1C(C2=CC=CC(=C2C1)C1=CC=C(C(=O)O)C=C1)=O 4-(2-(3-acetoxy-1-((3-acetoxy-1-methoxy-1-oxopropan-2-yl)amino)-1-oxopropan-2-yl)-1-oxoisoindolin-4-yl)benzoic acid